Cyclopentyl 5-{[2-(4-bromophenyl)imidazo[1,2-a]pyridin-3-yl]methyl}hexahydropyrrolo[3,4-c]pyrrole-2(1H)-carboxylate BrC1=CC=C(C=C1)C=1N=C2N(C=CC=C2)C1CN1CC2C(C1)CN(C2)C(=O)OC2CCCC2